ClC=1C=CC=C2CN(C(C12)=O)C(C(=O)OCC)C(C)C ethyl 2-(7-chloro-1-oxoisoindolin-2-yl)-3-methylbutanoate